C(C)OC(CSC1=NC2=C(N1)C(=C(C=C2)OC)C=O)=O (7-formyl-6-methoxy-1H-benzimidazol-2-ylsulfanyl)-acetic acid ethyl ester